sulfonyl-6-[3-[(3-fluoro-1-bicyclo[1.1.1]pentanyl)methoxy]pyrazol-1-yl]pyridine-3-carboxamide S(=O)(=O)=NC(=O)C=1C=NC(=CC1)N1N=C(C=C1)OCC12CC(C1)(C2)F